tert-butyl 2-(4-isopropyl-2-(2-isopropylphenyl) piperazin-1-yl)-7-azaspiro[3.5]nonane-7-carboxylate C(C)(C)N1CC(N(CC1)C1CC2(C1)CCN(CC2)C(=O)OC(C)(C)C)C2=C(C=CC=C2)C(C)C